(1s,3s)-3-[(tert-butyldiphenylsilyl)oxy]-3-(trifluoromethyl)cyclobutane-1-carboxylic acid [Si](C1=CC=CC=C1)(C1=CC=CC=C1)(C(C)(C)C)OC1(CC(C1)C(=O)O)C(F)(F)F